Tert-butyl (S)-1-(oxetan-2-ylmethyl)-2-((4-(6-(isoquinolin-7-ylmethoxy) pyridin-2-yl) piperidin-1-yl) methyl)-1H-benzo[d]imidazole-6-carboxylate O1[C@@H](CC1)CN1C(=NC2=C1C=C(C=C2)C(=O)OC(C)(C)C)CN2CCC(CC2)C2=NC(=CC=C2)OCC2=CC=C1C=CN=CC1=C2